COCCN1CCN(CC1)C1=CC=C(C=C1)C=1C=C(C2=C(N(C=N2)C)C1)C1=CC=C(C=C1)N1CC2(C1)CCN(CC2)C2COC2 2-(4-(6-(4-(4-(2-methoxyethyl)piperazin-1-yl)phenyl)-1-methyl-1H-benzo[d]imidazol-4-yl)phenyl)-7-(oxetan-3-yl)-2,7-diazaspiro[3.5]nonane